tetraazacyclododecane-1,4,7,10-tetraacetic acid C1CC(CCN(NNN(CCC1CC(=O)O)CC(=O)O)CC(=O)O)CC(=O)O